sulfonato(2-di-tert-butylphosphino-2',4',6'-tri-iso-propyl-1,1'-biphenyl) S(=O)(=O)([O-])C=1C(=C(C=CC1)C1=C(C=C(C=C1C(C)C)C(C)C)C(C)C)P(C(C)(C)C)C(C)(C)C